O1CCC(=CC1)C=1N=C(C2=C(N1)N=CC=C2)N 2-(3,6-dihydro-2H-pyran-4-yl)pyrido[2,3-d]pyrimidin-4-amine